6-Methoxy-2,2-dimethyl-N-(6-(1-methyl-1H-pyrazol-4-yl)pyridin-2-yl)-2,3-dihydrofuro[2,3-b]pyridine-5-carboxamide COC1=C(C=C2C(=N1)OC(C2)(C)C)C(=O)NC2=NC(=CC=C2)C=2C=NN(C2)C